C(CCC[C@H](C)O)O (S)-hexane-1,5-diol